COC1=CC=C(CSC2=NC(=CC=N2)C)C=C1 2-(4-methoxybenzylthio)-6-methylpyrimidin